OC=1C(=NC=CC1)C(=O)NC12CC(C1)(C2)NC(OC(C)(C)C)=O tert-butyl (3-(3-hydroxypicolinamido)bicyclo[1.1.1]pentan-1-yl)carbamate